rac-1-(((3R,5S)-5,7,7-Trimethyl-1-oxaspiro[2.5]octan-5-yl)methyl)-1H-benzo[d]imidazole-6-carbonitrile C[C@]1(C[C@@]2(CO2)CC(C1)(C)C)CN1C=NC2=C1C=C(C=C2)C#N |r|